ClC1=C(C(=O)NC2=C3C=NN(C3=CC=C2)C2=CC(=NC=C2)C2CC2)C=C(C=C1)CNC(=O)C1CCCC1 2-Chloro-5-{[(cyclopentylcarbonyl)amino]methyl}-N-[1-(2-cyclopropylpyridin-4-yl)-1H-indazol-4-yl]benzamide